S(=O)(=O)(C1=CC=C(C)C=C1)OCC1N(CC1)C(=O)[O-] 2-((tosyloxy)methyl)azetidine-1-carboxylate